C(C)(C)(C)OC(CN([C@H]1[C@@H](CCCC1)N(CC(=O)OC(C)(C)C)CC(=O)OC(C)(C)C)CC1=CC=C(C=C1)CC(OC1=C(C(=CC(=C1F)F)F)F)=O)=O di-tert-butyl 2,2'-(((1R,2R)-2-((2-(tert-butoxy)-2-oxoethyl)(4-(2-oxo-2-(2,3,5,6-tetrafluorophenoxy)ethyl)benzyl)amino)cyclohexyl)-azanediyl)diacetate